(4-((6-amino-5-cyanopyrimidin-4-yl)oxy)-2-fluorophenyl)-3-(3-(tert-butyl)-1-(3-(trifluoromethyl)phenyl)-1H-pyrazol-5-yl)urea NC1=C(C(=NC=N1)OC1=CC(=C(C=C1)NC(=O)NC1=CC(=NN1C1=CC(=CC=C1)C(F)(F)F)C(C)(C)C)F)C#N